Ethyl 8-bromo-4-chloro-5-(2,2,2-trifluoroethyl)pyrido[3,2-b]indole-3-carboxylate BrC1=CC=2C3=C(N(C2C=C1)CC(F)(F)F)C(=C(C=N3)C(=O)OCC)Cl